C(C)(C)C1=C(NC(=O)OC(C)(C)C)C(=CC=C1)C(C)C 2,6-diisopropyl-N-t-butoxycarbonylaniline